tert-Butyl (S)-4-(1-((tributylsilyl)oxy)ethyl)benzoate C(CCC)[Si](O[C@@H](C)C1=CC=C(C(=O)OC(C)(C)C)C=C1)(CCCC)CCCC